C(C)(C)(C)OC(=O)N1C(CNCC1)C=1C=C2C(NC(C2=CC1)=O)=O 1,3-dioxoisoindolin-5-yl-piperazine-1-carboxylic acid tert-butyl ester